BrC1=C(C2=CN(N=C2C(=C1)C(=O)N[C@H](C)C1=C2CCC(C2=CC=C1)(F)F)COCC[Si](C)(C)C)OC 5-bromo-N-[(1R)-1-(1,1-difluoro-2,3-dihydro-1H-inden-4-yl)ethyl]-4-methoxy-2-{[2-(trimethylsilyl)ethoxy]methyl}-2H-indazole-7-carboxamide